BrC=1C=C2C(=NC1)CN(C2=O)C([2H])([2H])[2H] 3-bromo-6-(methyl-d3)-6,7-dihydro-5H-pyrrolo[3,4-b]pyridin-5-one